C(C=C)(=O)NC=1C=C2C(=NC=NC2=CC1OCC1(CC1)NC(OC(C)(C)C)=O)NC1=CC(=C(C=C1)OCC1=NC=CC=C1)Cl tert-butyl (1-(((6-acrylamido-4-((3-chloro-4-(pyridin-2-ylmethoxy)phenyl)amino)quinazolin-7-yl)oxy)methyl)cyclopropyl)carbamate